n-Hexadecyltrimethoxy-silan C(CCCCCCCCCCCCCCC)[Si](OC)(OC)OC